2-(3-(2-(2-fluorobiphenyl-3-yl)vinyl)-4-(trifluoromethyl)benzylamino)-3-hydroxy-2-methylpropanoic acid FC1=C(C=CC=C1C=CC=1C=C(CNC(C(=O)O)(CO)C)C=CC1C(F)(F)F)C1=CC=CC=C1